tantalum iridium telluride [Ir]=[Te].[Ta]